3-(1H-Benzo[d]imidazol-5-yl)-1-benzyl-4-(4-propoxyphenyl)imidazolidin-2-on N1C=NC2=C1C=CC(=C2)N2C(N(CC2C2=CC=C(C=C2)OCCC)CC2=CC=CC=C2)=O